C(C)(C)(C)OC(=O)N(C1CCN(CC1)C1=C2C=CN(C2=C(C=C1)C(=O)OC)COCC[Si](C)(C)C)CC methyl 4-(4-[(tert-butoxycarbonyl)(ethyl)-amino]piperidin-1-yl)-1-([2-(trimethylsilyl)ethoxy]methyl)indole-7-carboxylate